[(3-{1H-imidazo[4,5-b]pyridin-1-yl}propyl)(pyridin-4-ylmethyl)aminomethyl]-4H-benzo[h]chromen-4-one N1(C=NC2=NC=CC=C21)CCCC(NCC2=CC=NC=C2)C=2OC1=C3C(=CC=C1C(C2)=O)C=CC=C3